BrC1=CC=C(C=C1)NC(C1=CC(=C(C=C1)C=1N=NNN1)C=1N=NNN1)=O N-(4-bromophenyl)-3,4-bis(2H-1,2,3,4-tetrazol-5-yl)benzamide